C1CCCCCCS1 heptylene thioether